O1C2=C(OCC1)C=C(C=C2)C=2N=C1N(C=CC=N1)C2C2=NC=NC=C2 2-(2,3-Dihydrobenzo[b][1,4]dioxin-6-yl)-3-(pyrimidin-4-yl)imidazo[1,2-a]pyrimidine